C1(=CC=CC=C1)[SeH-](=[Se])C1=CC=CC=C1 diphenyl-di-selenide